2-(4-bromo-7-chloro-2,6-naphthyridin-1-yl)propan-1-ol tert-butyl-(6S)-3-iodo-6-methyl-6,7-dihydro-4H-pyrazolo[1,5-a]pyrazine-5-carboxylate C(C)(C)(C)C1=NN2C(CN([C@H](C2)C)C(=O)OCC(C)C2=NC=C(C3=CN=C(C=C23)Cl)Br)=C1I